4-fluoro-1-[2-methyl-2-(1H-1,2,4-triazol-5-yl)propionyl]-N-{phenyl-[4-(propan-2-yl)phenyl]methyl}pyrrolidine-2-carboxamide FC1CC(N(C1)C(C(C)(C1=NC=NN1)C)=O)C(=O)NC(C1=CC=C(C=C1)C(C)C)C1=CC=CC=C1